C(CCCCCCCCCCCCCCC(C)C)(=O)O.C(CCCCCCCCCCCCCCC(C)C)(=O)O.C(CCCCCCCCCCCCCCC(C)C)(=O)O.C(CCCCCCCCCCCCCCC(C)C)(=O)O.OCC(O)CO.OCC(O)CO diglycerol tetraisostearate